ClC1=C2C(=CNC2=C(C=C1)N1C[C@@H](CCC1)C=1N=NC(=CC1)N1CCC(CC1)CN1CCC(CC1)N1C=CC2=C(C=CC=C12)N1C(NC(CC1)=O)=O)C#N |o1:12| 4-Chloro-7-[(3R*)-3-{6-[4-({4-[4-(2,4-dioxo-1,3-diazinan-1-yl)-1H-indol-1-yl]piperidin-1-yl}methyl)piperidin-1-yl]pyridazin-3-yl}piperidin-1-yl]-1H-indole-3-carbonitrile